BrC1=CC(=C(C=C1)OC(=O)N1CC2(CC2)CC1)F 4-Bromo-2-fluorophenyl-5-azaspiro[2.4]heptane-5-carboxylate